C(=CC1=CC=CC=C1)P(O)(=O)C1=CC=CC2=CC=CC=C12 styryl-naphthyl-phosphinic acid